(2-butyl-2-ethyl)-1,3-propanediol carbonate C(O)(O)=O.C(CCC)C(C)C(CCO)O